2-(2-dimethylaminoethyl)-1,3-dioxolane CN(CCC1OCCO1)C